2-aminomethyl-1,3-thiazole NCC=1SC=CN1